4-chlorobenzyl (4-methyl-3-(pyridin-4-yl)-1H-pyrazol-5-yl)carbamate CC=1C(=NNC1NC(OCC1=CC=C(C=C1)Cl)=O)C1=CC=NC=C1